N-(adamantan-1-yl)-2-((6-(sec-butoxy)-2-oxo-1,2-dihydropyrimidin-4-yl)oxy)acetamide C12(CC3CC(CC(C1)C3)C2)NC(COC2=NC(NC(=C2)OC(C)CC)=O)=O